CC1=NC(=C(C2=C1CC(C2)CNCCC2CN(C(O2)=O)C=2C=CC=1OCC(NC1N2)=O)C)OCCNC(C)C 6-[5-[2-[[1,4-dimethyl-3-[2-(propan-2-ylamino)ethoxy]-6,7-dihydro-5H-cyclopenta[c]pyridin-6-yl]methylamino]ethyl]-2-oxo-1,3-oxazolidin-3-yl]-4H-pyrido[3,2-b][1,4]oxazin-3-one